OP(O)(=O)OP(=O)(O)O.C(CCCCCCCCCCC)OCCCCCCCCCCCC monolauryl ether diphosphate